N-(5-cyclopropyl-1H-pyrazol-3-yl)-2-[1-(4-methylpyridin-2-yl)pyrazol-4-yl]acetamide C1(CC1)C1=CC(=NN1)NC(CC=1C=NN(C1)C1=NC=CC(=C1)C)=O